2-[5-(5-chloropyrimidin-2-yl)oxy-2-(trifluoromethyl)quinazolin-4-yl]-N-(cyclopropylmethoxy)ethanimine ClC=1C=NC(=NC1)OC1=C2C(=NC(=NC2=CC=C1)C(F)(F)F)CC=NOCC1CC1